strontium-tin [Sn].[Sr]